7-(3-fluorophenyl)-5-(methoxymethyl)pyrazolo[1,5-a]Pyrimidine-3-carboxylic acid FC=1C=C(C=CC1)C1=CC(=NC=2N1N=CC2C(=O)O)COC